(S)-1-methyl-1-(1-(1-oxo-1,2-dihydroisoquinolin-4-yl)ethyl)-3-(3,4,5-trifluorophenyl)urea CN(C(=O)NC1=CC(=C(C(=C1)F)F)F)[C@@H](C)C1=CNC(C2=CC=CC=C12)=O